[Cl-].C(C=C)(=O)OCC[N+](C)(C)C (2-(acryloyloxy)ethyl)trimethylammonium chloride